(±)-cis-N-(1-benzyl-2-methylpyrrolidin-3-yl)-5-chloro-2-methoxy-4-methylaminobenzamide C(C1=CC=CC=C1)N1[C@H]([C@H](CC1)NC(C1=C(C=C(C(=C1)Cl)NC)OC)=O)C |r|